(4,4,5,5-tetramethyl-1,3,2-dioxaborolan-2-yl)benzo[d]oxazole CC1(OB(OC1(C)C)C=1OC2=C(N1)C=CC=C2)C